BrC1=CC2=C(C(C(O2)CC)N)C=C1 6-bromo-2-ethyl-2,3-dihydrobenzofuran-3-amine